FC(S(=O)(=O)OC1=CC(=CC2=CC=C(C(=C12)C#C[Si](C(C)C)(C(C)C)C(C)C)F)OS(=O)(=O)C(F)(F)F)(F)F 7-fluoro-3-(trifluoromethanesulfonyloxy)-8-[2-(triisopropylsilyl)ethynyl]naphthalen-1-yl trifluoromethanesulfonate